(1S)-1-[[(R)-tert-butylsulfinyl]amino]-6-fluoro-spiro[indan-2,4'-piperidine]-1'-carboxylic acid tert-butyl ester C(C)(C)(C)OC(=O)N1CCC2(CC1)[C@@H](C1=CC(=CC=C1C2)F)N[S@](=O)C(C)(C)C